FC1=CC=C(C=C1)C(=C1CCN(CC1)C(/C=C/CN1CCN(CC1)CCNC(OC(C)(C)C)=O)=O)C1=CC=C(C=C1)F tert-butyl (E)-(2-(4-(4-(4-(bis(4-fluorophenyl)methylene)piperidin-1-yl)-4-oxobut-2-en-1-yl)piperazin-1-yl)ethyl)carbamate